FC1=CC=C(C(=N1)N)N 6-fluoro-2,3-pyridinediamine